6-[[(3R)-1-Ethyl-3-piperidyl]amino]-3-[2-hydroxy-4-(trifluoromethoxy)phenyl]-4-methyl-1,2,4-triazin-5-on C(C)N1C[C@@H](CCC1)NC=1C(N(C(=NN1)C1=C(C=C(C=C1)OC(F)(F)F)O)C)=O